1-benzyl-3-(((4-bromocyclohex-3-en-1-yl)oxy)methyl)piperidin-4-one C(C1=CC=CC=C1)N1CC(C(CC1)=O)COC1CC=C(CC1)Br